S1C(SCCC1)C1=NN(C=C1CCCCC)C1=CC=CC=C1 3-(1,3-dithian-2-yl)-4-pentyl-1-phenyl-1H-pyrazole